ClC1=CC(=C2C(=NC=NN21)N2CC1(C2)CC(C1)N(S(=O)(=O)N)CC1CCCCC1)C N-(2-(7-chloro-5-methylpyrrolo[2,1-f][1,2,4]triazin-4-yl)-2-azaspiro[3.3]heptan-6-yl)-N-(cyclohexylmethyl)sulfamide